C1(CC1)C1=NC(=CC(=C1)C1=C(C=C(C#N)C=C1)C1=NN=CN1C)N1C(C2=CC(=CC=C2C1)CNC1(CCC1)COC)=O 4-(2-cyclopropyl-6-(6-(((1-(methoxymethyl)cyclobutyl)amino)methyl)-1-oxoisoindolin-2-yl)pyridin-4-yl)-3-(4-methyl-4H-1,2,4-triazol-3-yl)benzonitrile